FC(C(=O)O)(F)F.FC(C=1C=C(C=CC1)[C@H](CC(=O)OC)NC(CNC(=O)C1=CC(=C2C=NNC2=C1)NC=1NCC(CN1)F)=O)F methyl (3S)-3-(3-(difluoromethyl)phenyl)-3-(2-(4-((5-fluoro-1,4,5,6-tetrahydropyrimidin-2-yl)amino)-1H-indazole-6-carboxamido)acetamido)propanoate trifluoroacetate